BrC=1C=C(C(=NC1)C1C(C2=C(C=CC=C2C1)F)=O)[N+](=O)[O-] (5-bromo-3-nitropyridin-2-yl)-7-fluoro-2,3-dihydro-1H-inden-1-one